(E)-1-((2'-chloro-5-methoxy-[1,1'-biphenyl]-2-yl)sulfonyl)-4-fluoro-N-(3-(methylsulfonyl)allyl)piperidine-4-carboxamide ClC1=C(C=CC=C1)C1=C(C=CC(=C1)OC)S(=O)(=O)N1CCC(CC1)(C(=O)NC\C=C\S(=O)(=O)C)F